CC=1N=C(OC1N1CCCC1)C(CCC1=CC=CC=C1)=O 1-(4-Methyl-5-(pyrrolidin-1-yl)oxazol-2-yl)-3-phenylpropan-1-one